ClC1=C(C=CC=C1)C=1N=C(SC1)C(=O)N1CCN(CC1)C(C=C)=O 1-(4-(4-(2-chlorophenyl)thiazole-2-carbonyl)piperazin-1-yl)prop-2-en-1-one